tetroxan O1OOOCC1